C(C)OC(=O)C(=COC(C1=CN=CC(=C1)[N+](=O)[O-])=O)CC (2-(ethoxycarbonyl)but-1-en-1-yl)-5-nitronicotinate